2-(n-butyl)pyridine C(CCC)C1=NC=CC=C1